C(\C=C\C(=O)O)(=O)O.FC=1C=CC(=C2C(=NNC12)CCN(C)C)OC 2-(7-fluoro-4-methoxy-1H-indazol-3-yl)-N,N-dimethylethan-1-amine fumarate